FC(CNC1=C(C#N)C=C(C=C1)C=1OC(=NN1)C=1C=C2C=NNC2=CC1)(C)F 2-[(2,2-difluoropropyl)amino]-5-[5-(1H-indazol-5-yl)-1,3,4-oxadiazol-2-yl]benzonitrile